NC(C(=O)O)CCSSCCC(C(=O)O)N 4,4'-dithiobis(2-aminobutanoic acid)